C(C)(C)(C)C1=CC(=C(C(=C1)C(C)(C)C)O)C(C)C 4,6-di-t-butyl-2-isopropyl-phenol